C(C)C1=NC(=CC=C1CN1CC(CC(C1)(F)F)C(=O)OC)C=1N=NN(C1COS(=O)(=O)C)C Methyl 1-((2-ethyl-6-(1-methyl-5-(((methylsulfonyl)oxy)methyl)-1H-1,2,3-triazol-4-yl)pyridin-3-yl)methyl)-5,5-difluoropiperidine-3-carboxylate